(±)-(1S,6S,8S)-tricyclo[4.2.1.03,8]nonan-2-one [C@@H]12C([C@@H]3CC[C@@H](C[C@@H]31)C2)=O |&1:2|